4-(3-((5-((4-(4-(methoxycarbonyl)-6-(methyl-d3)pyridin-2-yl)-1-Methyl-1H-pyrazol-5-yl)oxy)-2-methylpentyl)amino)-4-nitrobenzyl)piperazine-1-carboxylic acid tert-butyl ester C(C)(C)(C)OC(=O)N1CCN(CC1)CC1=CC(=C(C=C1)[N+](=O)[O-])NCC(CCCOC1=C(C=NN1C)C1=NC(=CC(=C1)C(=O)OC)C([2H])([2H])[2H])C